4-(4-chlorophenyl)-2-(3-methylthiophene-2-carboxamido)thiophene-3-carboxylic acid ClC1=CC=C(C=C1)C=1C(=C(SC1)NC(=O)C=1SC=CC1C)C(=O)O